C(C)(C)(C)N(C(=O)OC(C)C=1C=NC(=CC1)OC)C(C)(C)C1=NC=C2N1C=CC=C2SCC2CCC2 1-(6-Methoxypyridin-3-yl)ethanol tert-butyl-(2-(8-((cyclobutylmethyl)thio)imidazo[1,5-a]pyridin-3-yl)prop-2-yl)carbamate